FC1=C(C=CC(=C1)C(=O)N1CCN(CC1)C([C@H](C)NC)=O)C=1C=CC=2N(N1)C(=CC2Cl)C(=O)N 2-[2-fluoro-4-[4-[(2S)-2-methylamino-1-oxo-propyl]-piperazin-1-ylcarbonyl]phenyl]-5-chloro-pyrrolo[1,2-b]pyridazine-7-carboxamide